2-(4-phenylphenoxy)-6,7-dihydropyrrolo[1,2-a]thiazolo[5,4-d]pyrimidin-9(5H)-one C1(=CC=CC=C1)C1=CC=C(OC=2SC=3N=C4N(C(C3N2)=O)CCC4)C=C1